BrC1=NN(C(=C1)C(=O)NC1=C(C=C(C=C1C(NC)=O)Cl)Cl)C1=NC=C(C=C1Cl)Cl 3-bromo-N-[2,4-dichloro-6-(methylcarbamoyl)phenyl]-1-(3,5-dichloro-2-pyridinyl)-1H-pyrazole-5-carboxamide